COC=1C=C(C=CC1COC1=C(C=C(C=C1)C(F)(F)F)C)C1C=2C(NC(C1)=O)=NNC2 4-(3-Methoxy-4-{[2-methyl-4-(trifluoromethyl)phenoxy]methyl}phenyl)-2H,4H,5H,6H,7H-pyrazolo[3,4-b]pyridin-6-on